N-Acetyl-N-[1-(1,1'-biphenyl-4-ylmethyl)-2-oxoazepan-3-YL]-3-formyl-O-phosphonotyrosinamide C(C)(=O)N(C([C@@H](N)CC1=CC(=C(C=C1)OP(=O)(O)O)C=O)=O)C1C(N(CCCC1)CC1=CC=C(C=C1)C1=CC=CC=C1)=O